CN1CCC(CC1)NC1=CC=CC2=C1SC(=C2N2C=CC=C2)C#CC 3-(7-((1-methylpiperidin-4-yl)amino)-3-(1H-pyrrol-1-yl)benzo[b]thiophen-2-yl)prop-2-yn